(S)-β-amino-4-(4-chlorophenyl)butyric acid N[C@H](CC(=O)O)CC1=CC=C(C=C1)Cl